BrC=1C(=C(C=CC1)NNC(C(C)C)=O)C N'-(3-bromo-2-methylphenyl)isobutyrylhydrazine